FC(C=1C=C(C=C(C1)C(F)(F)F)Br)(F)F 3,5-bistrifluoromethylbromobenzene